FC=1C=C(C=NC1)[C@H]1N(OCC1)C(=O)[C@@H]1CC[C@H](CC1)CO ((S)-3-(5-fluoropyridin-3-yl)isoxazolidin-2-yl)(trans-4-(hydroxymethyl)cyclohexyl)methanone